(3-(2'-cyclopropyl-3-(hydroxymethyl)biphenyl-4-yl)pyrrolidin-1-yl)(5-methoxypyridin-2-yl)methanone C1(CC1)C1=C(C=CC=C1)C1=CC(=C(C=C1)C1CN(CC1)C(=O)C1=NC=C(C=C1)OC)CO